tert-butyl 4-[[4-(2,6-dioxo-3-piperidyl)phenyl]methyl]piperazine-1-carboxylate O=C1NC(CCC1C1=CC=C(C=C1)CN1CCN(CC1)C(=O)OC(C)(C)C)=O